(2'-fluoro-4'-(1,1,1,3,3,3-hexafluoro-2-hydroxypropan-2-yl)-[1,1'-biphenyl]-4-yl)carbamic acid FC1=C(C=CC(=C1)C(C(F)(F)F)(C(F)(F)F)O)C1=CC=C(C=C1)NC(O)=O